Trans-zirconocene [CH-]1C=CC=C1.[CH-]1C=CC=C1.[Zr+2]